C1(=CC=C(C=C1)S(=O)(=O)N1C(=CC2=C(C=C(C=C12)C(F)(F)F)C(F)(F)F)C(=O)OC)C methyl 1-(p-tolylsulfonyl)-4,6-bis(trifluoromethyl)indole-2-carboxylate